CN1C(=NC=C1)C1(NC(NC1=O)=O)CNC(=O)C1=CN=C(S1)C1=CC=NC=C1 N-[[4-(1-methylimidazol-2-yl)-2,5-dioxo-imidazolidin-4-yl]methyl]-2-(4-pyridyl)thiazole-5-carboxamide